9,16-dihydroxyhexadecanoic acid OC(CCCCCCCC(=O)O)CCCCCCCO